4-(difluoromethyl)-N-methyl-1H-indole-2-carboxamide FC(C1=C2C=C(NC2=CC=C1)C(=O)NC)F